CC1=CC=C(C=C1)S(=O)(=O)OC=1C=C(C=CC1)NC(=O)NC1=CC(=CC=C1)OS(=O)(=O)CCCC N-[3-(p-toluenesulfonyloxy)phenyl]-N'-[3-(butylsulfonyloxy)phenyl]urea